(R)-3-(4-propylmorpholin-2-yl)phenol C(CC)N1C[C@H](OCC1)C=1C=C(C=CC1)O